CC1=CC=C(C=C1)N1C(SC=C1C=1C=C(C(=O)NCCCCN2N=CC=C2)C=CC1)=O 3-(3-(4-methylphenyl)-4-thiazolinonyl)-N-(4-1-N-pyrazolylbutyl)benzamide